ClC=1C=C(C=2N(N1)C(=CN2)F)[C@H]2[C@@H](C2)C=2C=C1C(=NC2)C=NN1CC(F)(F)F 6-((1R,2R)-2-(6-chloro-3-fluoroimidazo[1,2-b]pyridazin-8-yl)cyclopropyl)-1-(2,2,2-trifluoroethyl)-1H-pyrazolo[4,3-b]pyridine